4-((5-(3-((tert-butoxycarbonyl)amino)phenyl)-1,2,4-oxadiazol-3-yl)methyl)-3,5-difluorobenzoic acid methyl ester COC(C1=CC(=C(C(=C1)F)CC1=NOC(=N1)C1=CC(=CC=C1)NC(=O)OC(C)(C)C)F)=O